(S)-5-(2,2-difluoro-7-((5-methoxy-7-methyl-1H-indol-4-yl)methyl)-7-azaspiro[3.5]nonan-6-yl)picolinic acid FC1(CC2(C1)C[C@H](N(CC2)CC2=C1C=CNC1=C(C=C2OC)C)C=2C=CC(=NC2)C(=O)O)F